N(=NC(C#N)(CC)C)C(C#N)(CC)C azo-bis-(2-methylbutyronitrile)